N-(4-carbamothioylphenyl)-10-(4,5-dimethoxy-2-methyl-3,6-dioxocyclohexa-1,4-dien-1-yl)decanamide C(N)(=S)C1=CC=C(C=C1)NC(CCCCCCCCCC1=C(C(C(=C(C1=O)OC)OC)=O)C)=O